tert-butyl N-[1-[1-[3-(methylamino)-4-nitro-phenyl]-4-piperidyl]-4-piperidyl]carbamate CNC=1C=C(C=CC1[N+](=O)[O-])N1CCC(CC1)N1CCC(CC1)NC(OC(C)(C)C)=O